N2,N2,7-Trimethylguanosin CN(C=1NC(C=2[N+](=CN([C@H]3[C@H](O)[C@H](O)[C@@H](CO)O3)C2N1)C)=O)C